(S)-3-methyl-4-(((1r,4S)-4-(trifluoromethyl)cyclohexyl)methyl)piperazine molybdenum [Mo].C[C@H]1CNCCN1CC1CCC(CC1)C(F)(F)F